FC=1C(=C(C=CC1F)[C@H]1[C@@H](O[C@]([C@H]1C)(C(F)(F)F)C)C(=O)NC1=CC(=[N+](C=C1)[O-])C(NC)=O)OCCO 4-((2R,3S,4S,5R)-3-(3,4-difluoro-2-(2-hydroxyethoxy)phenyl)-4,5-dimethyl-5-(trifluoromethyl)tetrahydrofuran-2-carboxamido)-2-(methylcarbamoyl)pyridine 1-oxide